C(C1=CC=CC=C1)N1N=C(C2=CC=CC=C12)CCl 1-benzyl-3-(chloromethyl)-1H-indazole